S1C2=C(C=C1)C=C(C=C2)CNC(=O)[C@@H]2CN(CCC2)C=2C1=C(N=CN2)NC(=C1)C1=CC(=C(C=C1)C)F (S)-N-(benzo[b]thiophen-5-ylmethyl)-1-(6-(3-fluoro-4-methylphenyl)-7H-pyrrolo[2,3-d]pyrimidin-4-yl)piperidine-3-carboxamide